P(=O)(OC[N+]1=C(C(=CC=C1)C1=CC(=NO1)CC1=CC=C(C=C1)COC1=CC(=CC=C1)CCC)N)(O)[O-] (2-amino-3-(3-(4-((3-propylphenoxy)methyl)benzyl)isoxazol-5-yl)pyridin-1-ium-1-yl)methyl hydrogen phosphate